(2R,4S)-N-((2S)-1-((2-amino-3-fluoro-6,7-dihydro-5H-cyclopenta[b]pyridin-5-yl)amino)-1-oxopropan-2-yl)-4-(4-fluorobenzyl)pyrrolidine-2-carboxamide NC1=C(C=C2C(=N1)CCC2NC([C@H](C)NC(=O)[C@@H]2NC[C@H](C2)CC2=CC=C(C=C2)F)=O)F